tert-Butyl 2-(5-(4-fluoro-2-(((1r,3r)-3-fluorocyclobutyl)(isopropyl)carbamoyl)phenoxy)pyrimidin-4-yl)-2,7-diazaspiro[3.5]nonane-7-carboxylate FC1=CC(=C(OC=2C(=NC=NC2)N2CC3(C2)CCN(CC3)C(=O)OC(C)(C)C)C=C1)C(N(C(C)C)C1CC(C1)F)=O